N1=CC=C(C=C1)CC(=O)N[C@@H](C)C(=O)N[C@H](C)C(=O)N[C@@H](CC(N)=O)C(=O)O N-(pyridin-4-ylacetyl)-L-alanyl-D-alanyl-L-asparagine